dicyclohexyl-phosphino-2',6'-diisopropoxy-1,1'-biphenyl C1(CCCCC1)C=1C=C(C(=C(C1OC(C)C)C1=C(C=CC=C1)P)OC(C)C)C1CCCCC1